COCCCNC(=O)N1C(CN(CC1)C1=CC2=C(N(C(O2)=O)C)C=C1)(C)C N-(3-Methoxypropyl)-2,2-dimethyl-4-(3-methyl-2-oxo-1,3-benzoxazol-6-yl)piperazine-1-carboxamide